C(C)(C)N1N=C(C=C1)C1=C2C=C(N=CC2=C(N=C1)NC)NC(=O)C1CC1 N-(5-(1-isopropyl-1H-pyrazol-3-yl)-8-(methylamino)-2,7-naphthyridin-3-yl)cyclopropanecarboxamide